C1=C(C(=CC2=NC3=CC=CC=C3N=C12)OCCCS(=O)(=O)O)OCCCS(=O)(=O)O 3'-[phenazine-2,3-diylbis(oxy)]di(propane-1-sulfonic acid)